C1NCC2CNCC(C21)C(=O)N octahydro-1H-pyrrolo[3,4-c]pyridine-7-carboxamide